C1(CC1)S(=O)(=O)N1N=CC(=C1)C1=NC=CC(=N1)NC1=CC(=C(C=N1)C1=NC=C(C=C1)S(=O)(=O)C)NC1CCC(CC1)CN(C)C N6'-(2-(1-(Cyclopropylsulfonyl)-1H-pyrazol-4-yl)pyrimidin-4-yl)-N4'-((1s,4s)-4-((dimethylamino)methyl)cyclohexyl)-5-(methylsulfonyl)-[2,3'-bipyridine]-4',6'-diamine